3-methyl-4-amino-N,N-diethylaniline CC=1C=C(N(CC)CC)C=CC1N